OC1(CC1)CNCC1=CC(=C2CN(C(C2=C1)=O)C1=CC(=CC=C1)C1(CC(C1)OC)C1=NN=CN1C)C(F)(F)F 6-((((1-hydroxycyclopropyl)methyl)amino)methyl)-2-(3-((1r,3r)-3-methoxy-1-(4-methyl-4H-1,2,4-triazol-3-yl)cyclobutyl)phenyl)-4-(trifluoromethyl)isoindolin-1-one